Boc-N-BOC-L-glutamic acid dimethyl ester COC([C@@H](N(C(=O)OC(C)(C)C)C(=O)OC(C)(C)C)CCC(=O)OC)=O